dl-O-p-chlorobenzoyl-D-ribose ClC1=CC=C(C(=O)O[C@@H](C=O)[C@H](O)[C@H](O)CO)C=C1